ClCC\C=C\CCCCCCCCCC(OCCCCCC)OCCCCCC (3E)-1-chloro-14,14-dihexyloxy-3-tetradecene